CC/C=C\\C/C=C\\CC1C(O1)C/C=C\\C/C=C\\C/C=C\\CCC(=O)[O-] The molecule is a docosanoid anion that is the conjugate base of (4Z,7Z,10Z,16Z,19Z)-13,14-epoxydocosapentaenoic acid, obtained by deprotonation of the carboxy group; major species at pH 7.3. It is a docosanoid anion and a long-chain fatty acid anion. It derives from a (4Z,7Z,10Z,13Z,16Z,19Z)-docosahexaenoate. It is a conjugate base of a (4Z,7Z,10Z,16Z,19Z)-13,14-epoxydocosapentaenoic acid.